1-[2-hydroxy-1-[2-(2,2,2-trifluoroethoxy)pyridin-4-yl]ethyl]-3-spiro[3.3]heptan-2-ylurea OCC(C1=CC(=NC=C1)OCC(F)(F)F)NC(=O)NC1CC2(C1)CCC2